2-[[[4-Cyano-7-(4-isopropylphenyl)-2,3-dihydrobenzofuran-5-yl]amino]methyl]prop-2-enoic acid C(#N)C1=C(C=C(C2=C1CCO2)C2=CC=C(C=C2)C(C)C)NCC(C(=O)O)=C